ClC=1C(=CC=C2N=CC(=NC12)C=1C=NN(C1)CCC1CCN(CC1)C)OC1=CC2=C(N=C(N2)C)C=C1 8-Chloro-7-[(2-methyl-3H-benzimidazol-5-yl)oxy]-2-[1-[2-(1-methyl-4-piperidyl)ethyl]pyrazol-4-yl]quinoxaline